C(C)(C)N(C(C)C)[SiH2]C=C(CCCC)CCCC (Diisopropylamino)dibutylvinylsilane